4-tert-butoxy-4-oxo-but-2-enoic acid C(C)(C)(C)OC(C=CC(=O)O)=O